2-(4-(3-Fluorooxetan-3-yl)-2,6-diisopropylphenyl)acetic acid FC1(COC1)C1=CC(=C(C(=C1)C(C)C)CC(=O)O)C(C)C